C(C)C(C(=O)[O-])(CCCCCCCCCCCCCCCC)CCCCCC Ethylhexylstearat